3-methyl-1,4-hexadiene CC(C=C)C=CC